2-(thiocyanatomethylthio)-1,3-benzothiazol S(C#N)CSC=1SC2=C(N1)C=CC=C2